[Na].CC(CC)(NC=O)C dimethylformamidopropane sodium